methyl N6-(2-((S)-4-(4-chlorophenyl)-2,3,9-trimethyl-6H-thieno[3,2-f][1,2,4]triazolo[4,3-a][1,4]diazepin-6-yl)acetyl)-L-lysinate ClC1=CC=C(C=C1)C1=N[C@H](C=2N(C3=C1C(=C(S3)C)C)C(=NN2)C)CC(=O)NCCCC[C@H](N)C(=O)OC